NCCC(=O)NC=1N=C(N(C1)C)C(=O)NC=1C=C(N(C1)C)C(=O)NCCC(=O)NC=1N=C(N(C1)C)C(=O)OCC Ethyl 4-[3-([4-[4-(3-aminopropanamido)-1-methylimidazole-2-amido]-1-methylpyrrol-2-yl]formamido)propanamido]-1-methylimidazole-2-carboxylate